4-allyl-(2-naphthyl)benzene butyl-(4-(1-(2-(2,6-dioxopiperidin-3-yl)-1,3-dioxoisoindolin-4-yl)pyrrolidin-3-yl)piperazin-1-yl)carbamate C(CCC)N(C(O)=O)N1CCN(CC1)C1CN(CC1)C1=C2C(N(C(C2=CC=C1)=O)C1C(NC(CC1)=O)=O)=O.C(C=C)C1=CC=C(C=C1)C1=CC2=CC=CC=C2C=C1